N=1C=NN2C1C(=CC=C2)CO [1,2,4]triazolo[1,5-a]pyridin-8-ylmethanol